(S)-6'-bromo-8-(difluoromethoxy)-5'-fluoro-4'-oxo-3',4'-dihydro-2'H,3H-spiro[imidazo[1,2-a]pyridine-2,1'-naphthalene]-6-carbonitrile BrC=1C(=C2C(CC[C@@]3(C2=CC1)N=C1N(C=C(C=C1OC(F)F)C#N)C3)=O)F